3-(3-(4-((4-(Cyclopropylamino)piperidin-1-yl)methyl)phenyl)-5-phenyl-3H-imidazo[4,5-b]pyridin-2-yl)pyridin-2-amine C1(CC1)NC1CCN(CC1)CC1=CC=C(C=C1)N1C(=NC=2C1=NC(=CC2)C2=CC=CC=C2)C=2C(=NC=CC2)N